C1(=CC=C(C=C1)N(C1=CC=C(C=C1)C1=C2C=CC(C=C2C2=C1C=C1N=C3C=CC=CC3=C1C2(C)C)C2=CC=CC=C2)C2=CC=CC=C2)C2=CC=CC=C2 7-[4-{(biphenyl-4-yl)-phenylamino}-phenyl]-12,12-dimethyl-10-phenyl-10,12-dihydroindeno[2,1-b]carbazole